C(C)(C)(C)OC(=O)N1C(CN(CCC1)C(C=CC1=CC(=CC=C1)[N+](=O)[O-])=O)C(C)(C)C tert-butyl-4-(3-(3-nitrophenyl)acryloyl)homopiperazine-1-carboxylic acid tert-butyl ester